C1(CC1)C(=O)NC1=CC(=C(N=N1)C(=O)NC([2H])([2H])[2H])NC1=C(C(=CC=C1)C1=NC=C(N=C1)C(NC)=O)OC 6-(cyclopropanecarboxamido)-4-((2-methoxy-3-(5-(methylcarbamoyl)pyrazin-2-yl)phenyl)amino)-N-(methyl-d3)pyridazine-3-carboxamide